N2-[(2S)-6,8-Difluoro-1,2,3,4-tetrahydro-2-naphthalenyl]-N-(1-{1-[(2,2-dimethylpropyl)amino]-2-methyl-2-propanyl}-1H-imidazol-4-yl)-L-norvalinamide FC=1C=C2CC[C@@H](CC2=C(C1)F)N[C@@H](CCC)C(=O)NC=1N=CN(C1)C(CNCC(C)(C)C)(C)C